3-(benzylthio)-5-chloro-2-(difluoromethoxy)pyridine C(C1=CC=CC=C1)SC=1C(=NC=C(C1)Cl)OC(F)F